2-isobutoxybenzoic acid ethyl ester C(C)OC(C1=C(C=CC=C1)OCC(C)C)=O